P(=O)(O)(O)O.N1=C(N)N=C(N)N=C1N melamine monophosphate